NC(CCC#N)C1=CC(=CC=C1)C(F)(F)F 4-amino-4-[3-(trifluoromethyl)phenyl]butanenitrile